3-ethylsulfonyl-6-(trifluoromethyl)imidazo[1,2-a]pyridin C(C)S(=O)(=O)C1=CN=C2N1C=C(C=C2)C(F)(F)F